3-(bromomethyl)-5-chloropyridine hydrobromide Br.BrCC=1C=NC=C(C1)Cl